CN(C1=CC=C(C=C1)NC(=O)NC1=CC2=C(C=C(S2)C(=O)N)C=C1)C 6-({[(4-(dimethylamino)phenyl)amino]-carbonyl}amino)-1-benzothiophene-2-carboxamide